2-(methylamino)quinolin CNC1=NC2=CC=CC=C2C=C1